(4-fluorophenyl)piperazineAl FC1=CC=C(C=C1)C1N(CCNC1)C=O